bicumene C=1(C(=CC=CC1)C=1C(=CC=CC1)C(C)C)C(C)C